COC1=CC=C(COC=2C(C=C(OC2)COC2=CC=C3C(=CC(OC3=C2)=O)CCC)=O)C=C1 7-((5-((4-methoxybenzyl)oxy)-4-oxo-4H-pyran-2-yl)methoxy)-4-propyl-coumarin